5-(cyclohex-1-en-1-yl)-8-methoxyquinoline C1(=CCCCC1)C1=C2C=CC=NC2=C(C=C1)OC